6-chloro-2-(5-fluoro-4H-1,2,4-triazol-3-yl)-5-methoxy-1-methyl-3-(1H-pyrazol-4-yl)-1H-pyrrolo[3,2-b]pyridine ClC=1C=C2C(=NC1OC)C(=C(N2C)C2=NN=C(N2)F)C=2C=NNC2